(3R,4R,5S,6R)-5-(((2S,3R,4S,5S,6R)-3-Fluoro-4,5-dihydroxy-6-(hydroxymethyl)tetrahydro-2H-pyran-2-yl)oxy)-6-(hydroxymethyl)tetrahydro-2H-pyran-2,3,4-triol F[C@H]1[C@@H](O[C@@H]([C@H]([C@@H]1O)O)CO)O[C@H]1[C@@H]([C@H](C(O[C@@H]1CO)O)O)O